CS(=O)(=O)C1=NC=C(C=N1)C#CCCCC[NH-] 6-(2-(methylsulfonyl)pyrimidin-5-yl)-5-hexynyl-amid